C[C@@H](C(=O)N[C@@H](C(C)C)C(=O)N[C@@H](CC(=O)O)C(=O)N[C@@H](CC1=CC=C(C=C1)O)C(=O)O)N The molecule is a tetrapeptide composed of L-alanine, L-valine, L-aspartic acid, and L-tyrosine joined in sequence by peptide linkages. It has a role as a metabolite. It derives from a L-alanine, a L-valine, a L-aspartic acid and a L-tyrosine.